tert-butyl N-[4-[[4-[1-(2,6-dioxo-3-piperidyl)-3-methyl-2-oxo-benzimidazol-5-yl]-1-piperidyl]methyl]phenyl]carbamate O=C1NC(CCC1N1C(N(C2=C1C=CC(=C2)C2CCN(CC2)CC2=CC=C(C=C2)NC(OC(C)(C)C)=O)C)=O)=O